2-fluoro-5-(8,9,10,11-tetrahydro-3H-pyrrolo[3,2-a]phenanthridin-7-yl)benzonitrile FC1=C(C#N)C=C(C=C1)C1=NC2=CC=C3C(=C2C=2CCCCC12)C=CN3